FC1(CCC(CC1)CN1C(=NOC1=O)CC1=C(N=CS1)C)F 4-[(4,4-difluorocyclohexyl)methyl]-3-[(4-methyl-1,3-thiazol-5-yl)methyl]-1,2,4-oxadiazol-5(4H)-one